2-amino-N-{(1S,2S)-2-[(4-{3-ethyl-1-[1-(2-hydroxyethyl)piperidin-4-yl]-3-methyl-2,3-dihydro-1H-indol-5-yl}phenyl)methoxy]cyclopentyl}-5-(1-methyl-1H-pyrazol-4-yl)pyridine-3-carboxamide NC1=NC=C(C=C1C(=O)N[C@@H]1[C@H](CCC1)OCC1=CC=C(C=C1)C=1C=C2C(CN(C2=CC1)C1CCN(CC1)CCO)(C)CC)C=1C=NN(C1)C